FC1(C(C1)C1=NC2=C(N1C(C)C)C=C(C=C2F)B2OC(C(O2)(C)C)(C)C)F 2-(2,2-difluorocyclopropyl)-4-fluoro-1-isopropyl-6-(4,4,5,5-tetramethyl-1,3,2-dioxaborolan-2-yl)-1H-benzo[d]imidazole